4-(3-methoxyureido)benzene CONC(NC1=CC=CC=C1)=O